ClC(CC(C)C)(Cl)Cl 1,1,1-trichloro-3-methylbutane